C(C)(C)(C)OC(=O)N1C2CN(CC1CC2)C=2C1=C(N=C(N2)OCC2(CC2)CN2CCOCC2)CNCC1 3-(2-((1-(morpholinomethyl)cyclopropyl)methoxy)-5,6,7,8-tetrahydropyrido[3,4-d]pyrimidin-4-yl)-3,8-diazabicyclo[3.2.1]octane-8-carboxylic acid tert-butyl ester